CN1[C@@H](CCC1)C[SH-]CC (S)-S-((1-methylpyrrolidin-2-yl)methyl)ethanethiolate